5-heptylcarbonyloxyethyl-2H-benzene C(CCCCCC)C(=O)OCCC=1C=CCCC1